CC(CC1=CNC2=C1C=C(C=C2)OC)N α,O-Dimethylserotonin